OCCCCCCCCCCOC(C=C)=O Acrylic acid-10-Hydroxydecyl ester